NC1=NC(=NC2=C(C(=C(C=C12)OC)OC)F)C1=C(CN(CC1)C(C[C@H](C1=CC=C(C=C1)F)NCC)=O)C(=O)OC Methyl (R)-4-(4-amino-8-fluoro-6,7-dimethoxyquinazolin-2-yl)-1-(3-(ethylamino)-3-(4-fluorophenyl)propanoyl)-1,2,5,6-tetrahydropyridine-3-carboxylate